1-Tert-butyl (2-(((S)-1-((2S,4R)-4-hydroxy-2-(((S)-1-(4-(4-methylthiazol-5-yl)phenyl)ethyl)carbamoyl)pyrrolidin-1-yl)-3,3-dimethyl-1-oxobutan-2-yl)amino)-2-oxoethyl)(methyl)carbamate O[C@@H]1C[C@H](N(C1)C([C@H](C(C)(C)C)NC(CN(C(OC(C)(C)C)=O)C)=O)=O)C(N[C@@H](C)C1=CC=C(C=C1)C1=C(N=CS1)C)=O